2-chloro-1-fluoro-13-(((2R,7aS)-2-fluorotetrahydro-1H-pyrrolizin-7a(5H)-yl)methoxy)-4,5,6,6a,7,8,10,11-octahydro-9-oxa-3,11a,12,14-tetraazacyclohepta[4,5]cycloocta[1,2,3-de]naphthalene ClC1=C(C=2N=C(N=C3C2C(=N1)CCCC1N3CCOCC1)OC[C@]13CCCN3C[C@@H](C1)F)F